Methyl 6-(benzyloxy)-10-(4-fluorophenyl)-[1,2,4]triazolo[5,1-a][2,6]naphthyridine-5-carboxylate C(C1=CC=CC=C1)OC1=C(N2C(C3=C(C=NC=C13)C1=CC=C(C=C1)F)=NC=N2)C(=O)OC